(2R,3R,4S,5R,6R)-4-(4-(2,3-Difluoro-4-methylphenyl)-1H-1,2,3-triazol-1-yl)-2-(hydroxymethyl)-5-methoxy-6-((2-methyl-1,3-diazaspiro[4.5]dec-1-en-3-yl)methyl)tetrahydro-2H-pyran-3-ol FC1=C(C=CC(=C1F)C)C=1N=NN(C1)[C@H]1[C@H]([C@H](O[C@@H]([C@@H]1OC)CN1C(=NC2(C1)CCCCC2)C)CO)O